ClC=1C(=C(C(=CC1N1CC2=C(CCC1)C=C(C=C2)F)C)NC(CC(C)(C)C)=O)C N-(3-chloro-4-(7-fluoro-1,3,4,5-tetrahydro-2H-benzo[c]azepin-2-yl)-2,6-dimethylphenyl)-3,3-dimethylbutyramide